3-(6-(8-((1-((1s,3s)-adamantan-1-yl)ethyl)amino)oct-1-yn-1-yl)-2-methyl-4-oxoquinazolin-3(4H)-yl)piperidine-2,6-dione C12(CC3CC(CC(C1)C3)C2)C(C)NCCCCCCC#CC=2C=C3C(N(C(=NC3=CC2)C)C2C(NC(CC2)=O)=O)=O